3-(dibenzylamino)pyrrolidin-2-one C(C1=CC=CC=C1)N(C1C(NCC1)=O)CC1=CC=CC=C1